C(C)(=O)NC=1C(=NN(C1F)C1OCCCC1)C(=O)OC methyl 4-acetamido-5-fluoro-1-(tetrahydro-2H-pyran-2-yl)-1H-pyrazole-3-carboxylate